6-(5,6-dihydro-2H-pyran-3-yl)-2-methyl-N-{(1R)-1-[3-(trifluoromethyl)phenyl]ethyl}pyrido[3,4-d]pyrimidin-4-amine O1CC(=CCC1)C1=CC2=C(N=C(N=C2N[C@H](C)C2=CC(=CC=C2)C(F)(F)F)C)C=N1